(R)-3-chloro-N1-{2-methyl-4-[1,2,2,2-tetrafluoro-1-(trifluoro-methyl)ethyl]phenyl}-N2-(1-methyl-2-methylsulfonylethyl)phthalamide ClC1=C(C(C(=O)NC2=C(C=C(C=C2)C(C(F)(F)F)(C(F)(F)F)F)C)=CC=C1)C(=O)N[C@@H](CS(=O)(=O)C)C